C(#N)C1=NC=CC(=C1)C=1C(=C2CCCC2=CC1)NC(=O)N=[S@@](=O)(N)C=1C=NN2C1OCCC2 (S)-N'-((5-(2-cyanopyridin-4-yl)-2,3-dihydro-1H-inden-4-yl)carbamoyl)-6,7-dihydro-5H-pyrazolo[5,1-b][1,3]oxazine-3-sulfonimidamide